FC(CN1N=C(C(=C1)C1=CN=C2N1C=CN=C2NC2=CC(=C(C(=O)N[C@@H](CNC(OC(C)(C)C)=O)C)C=C2)CC)C(F)(F)F)F tert-butyl N-[(2R)-2-[[4-[[3-[1-(2,2-difluoroethyl)-3-(trifluoromethyl)pyrazol-4-yl]imidazo[1,2-a]pyrazin-8-yl]amino]-2-ethylbenzoyl]amino]propyl]carbamate